1-(4-Bromophenyl)piperidin-4-yl 4-methylbenzenesulfonate CC1=CC=C(C=C1)S(=O)(=O)OC1CCN(CC1)C1=CC=C(C=C1)Br